1-(2-((tert-butyldimethylsilyl)oxy)ethoxy)-6,6-difluoroheptan-3-amine [Si](C)(C)(C(C)(C)C)OCCOCCC(CCC(C)(F)F)N